2-(3-(3-cyanophenyl)-1,3-dimethylureido)-5-oxo-5H-thieno[3,2-b]pyran-6-carboxylic acid C(#N)C=1C=C(C=CC1)N(C(N(C)C1=CC=2OC(C(=CC2S1)C(=O)O)=O)=O)C